C(CCC)OC(=O)N1C[C@H](OCCC1)C(N[C@@H](CC1=CC2=C(C3=C(CO2)C=C2C(CCC2=C3)=O)C=C1F)C#N)=O (S)-2-(((S)-1-cyano-2-(2-fluoro-8-oxo-6,8,9,10-tetrahydroindeno[5,6-c]benzopyran-3-yl)ethyl)carbamoyl)-1,4-oxazepan-4-carboxylic acid butyl ester